N-(4-(4-bromophenyl)thiazol-2-yl)-2-(cyclopropanesulfonamido)-4-fluorobenzamide BrC1=CC=C(C=C1)C=1N=C(SC1)NC(C1=C(C=C(C=C1)F)NS(=O)(=O)C1CC1)=O